4-methyl-N-[3-(4-methyl-1H-imidazol-1-yl)-5-(trifluoromethyl)phenyl]-3-{[4-(pyridin-3-yl)pyrimidin-2-yl]amino}benzamide CC1=C(C=C(C(=O)NC2=CC(=CC(=C2)C(F)(F)F)N2C=NC(=C2)C)C=C1)NC1=NC=CC(=N1)C=1C=NC=CC1